ClC1=CC=C(C=C1)C=1C(=CC=CC1)C(=O)N1CC2C(C1)CN(C2)CC=2C=C1CN(C(C1=CC2)=O)C2C(NC(CC2)=O)=O 3-(5-((5-(4'-chloro-[1,1'-biphenyl]-2-carbonyl)hexahydropyrrolo[3,4-c]pyrrol-2(1H)-yl)methyl)-1-oxoisoindolin-2-yl)piperidine-2,6-dione